5-chloro-2-Hydroxybenzaldehyde ClC=1C=CC(=C(C=O)C1)O